CC1(COCC1)C1(NC(=CC=C1NC1COCC1)C1=NC=CC=C1)N 2-(3-methyltetrahydrofuran-3-yl)-6-(2-pyridinyl)-N3-Tetrahydrofuran-3-ylpyridin-2,3-diamine